4-methyl-3-(2-pyrazolo[1,5-a]pyridin-3-ylpyrimidin-5-yl)-1H-benzimidazol-2-one CC1=CC=CC=2NC(N(C21)C=2C=NC(=NC2)C=2C=NN1C2C=CC=C1)=O